7,7-difluoro-1-(2-trimethylsilylethoxymethyl)-4,6-dihydropyrazolo[4,3-c]pyridine-3,5-dicarboxylic acid O5-tert-butyl O3-ethyl ester C(C)OC(=O)C1=NN(C2=C1CN(CC2(F)F)C(=O)OC(C)(C)C)COCC[Si](C)(C)C